trans-rac-N-(2-Chloro-5-(2,2-dichloro-3-(4-fluoro-3-(trifluoromethyl)phenyl)cyclopropane-1-carboxamido)phenyl)-2-fluoro-4-(2-((trifluoromethyl)thio)acetamido)benzamide ClC1=C(C=C(C=C1)NC(=O)[C@@H]1C([C@H]1C1=CC(=C(C=C1)F)C(F)(F)F)(Cl)Cl)NC(C1=C(C=C(C=C1)NC(CSC(F)(F)F)=O)F)=O |r|